N-((R)-3-(4-(2-(3,5-dichloro-4-((R)-3-chloro-2-hydroxypropoxy)phenyl)propan-2-yl)phenoxy)-2-hydroxypropyl)acetamide ClC=1C=C(C=C(C1OC[C@H](CCl)O)Cl)C(C)(C)C1=CC=C(OC[C@@H](CNC(C)=O)O)C=C1